4'-[4-methyl-6-(1-methyl-1H-benzimidazol-2-yl)-2-propyl-1H-benzimidazol-1-ylmethyl]biphenyl-2-carboxylic acid CC1=CC(=CC=2N(C(=NC21)CCC)CC2=CC=C(C=C2)C=2C(=CC=CC2)C(=O)O)C2=NC1=C(N2C)C=CC=C1